C(C)[C@H]1[C@H](NC(C1)=O)COC1=NC=C(C2=CC(=C(C=C12)OC(C)C)C(=O)N)NS(=O)(=O)C1=CC=CC=C1 1-{[(2s,3r)-3-ethyl-5-oxopyrrolidin-2-yl]methoxy}-4-[(phenylsulfonyl)amino]-7-(prop-2-yloxy)isoquinoline-6-carboxamide